C(#N)C=1CNC=CC1C1=CC=CC=C1 3-cyano-4-phenyl-1,2-dihydropyridine